aminopropoxyacetic acid NCCCOCC(=O)O